C(C1=CC=CC=C1)NC=1C2=C(N=CN1)C=CC=N2 N-Benzylpyrido[3,2-d]pyrimidin-4-amine